tert-butyl (2S,5R)-4-(1-(2,2-dimethylbenzo[d][1,3]dioxol-5-yl)ethyl)-2,5-dimethylpiperazine-1-carboxylate CC1(OC2=C(O1)C=CC(=C2)C(C)N2C[C@@H](N(C[C@H]2C)C(=O)OC(C)(C)C)C)C